[O-2].[Ti+4].[Cr+3] chromium titanium oxide